NCC1=CC(=NN1CC1COC1)C(=O)N(C)C 5-(aminomethyl)-N,N-dimethyl-1-(oxetan-3-ylmethyl)-1H-pyrazole-3-carboxamide